BrC=1C(=C(C(=CC1)C)O)C 3-bromo-2,6-dimethylphenol